OCCCN1C(SC2=C1C=CC=C2)C 3-(3-hydroxypropyl)-2-methylbenzothiazole